FC1=CC(=C(C=2C3=C(NC12)CCOC3(C)C)F)B3OC(C(O3)(C)C)(C)C 6,9-Difluoro-1,1-dimethyl-8-(4,4,5,5-tetramethyl-1,3,2-dioxaborolan-2-yl)-1,3,4,5-tetrahydropyrano[4,3-b]indole